N1C=NC2=C1C=CC=N2 pyridoimidazole